1-(4-bromophenyl)-4-(4-chlorophenyl)-naphthalene BrC1=CC=C(C=C1)C1=CC=C(C2=CC=CC=C12)C1=CC=C(C=C1)Cl